Cl.FC1=C(CC2(CCNCC2)C#N)C=C(C=C1)C(F)(F)F 4-(2-fluoro-5-(trifluoromethyl)benzyl)piperidine-4-carbonitrile hydrochloride